4-amino-2-fluoro-3-(isopropylamino)benzoic acid methyl ester COC(C1=C(C(=C(C=C1)N)NC(C)C)F)=O